N'-(piperazine-1,4-diylbis(propane-3,1-diyl))bis(3-aminopropionamide) N1(CCN(CC1)CCCC(C(=O)N)CN)CCCC(C(=O)N)CN